ClC1=CC(=CC(=N1)C#N)OC1=CC=CC=C1 6-chloro-4-phenoxypyridine-2-carbonitrile